2-(2-butyl-4-methyl-6-oxo-1,6-dihydropyrimidin-5-yl)-N-methyl-N-(tetrahydro-2H-pyran-4-yl)acetamide C(CCC)C=1NC(C(=C(N1)C)CC(=O)N(C1CCOCC1)C)=O